5-methyl-4-thioxo-2,3,4,5-tetrahydropyridine CC1C(CCN=C1)=S